5-oxo-4-oxatricyclo[4.2.1.03,7]Nonan-2-ylprop-2-enoate O=C1OC2C(C3CC2C1C3)OC(C=C)=O